3,5-diethyl-6-Methylterephthalaldehyde C(C)C=1C=C(C=O)C(=C(C1C=O)CC)C